3-(4-aminomethylphenyl)-1,2,4,5-tetrazine NCC1=CC=C(C=C1)C=1N=NC=NN1